5-((4-acetylbenzyl)oxy)-2-(isoindolin-2-ylmethyl)-4H-pyran-4-one C(C)(=O)C1=CC=C(COC=2C(C=C(OC2)CN2CC3=CC=CC=C3C2)=O)C=C1